1-(3-(5-methyl-2-(3-aminosulfonylphenylamino)pyrimidin-4-ylamino)phenyl)-3-methylbut-2-en-1-one CC=1C(=NC(=NC1)NC1=CC(=CC=C1)S(=O)(=O)N)NC=1C=C(C=CC1)C(C=C(C)C)=O